2-(3-(2,6-dioxopiperidin-3-yl)phenoxy)-N-(((1r,4r)-4-((4-(4-((9-((1s,3s)-3-(2-phenylacetamido)cyclobutyl)-9H-purin-6-yl)amino)phenyl)piperazin-1-yl)methyl)cyclohexyl)methyl)acetamide O=C1NC(CCC1C=1C=C(OCC(=O)NCC2CCC(CC2)CN2CCN(CC2)C2=CC=C(C=C2)NC2=C3N=CN(C3=NC=N2)C2CC(C2)NC(CC2=CC=CC=C2)=O)C=CC1)=O